C(C)(C)N1N=CC(=C1C)C1=NC=2C(=NC=CC2C=2C=C3CCC[C@H](C3=CC2)NC(=O)C2=NOC(=N2)C(C)(C)C)N1 5-tert-Butyl-[1,2,4]oxadiazole-3-carboxylic acid {(R)-6-[2-(1-isopropyl-5-methyl-1H-pyrazol-4-yl)-3H-imidazo[4,5-b]pyridin-7-yl]-1,2,3,4-tetrahydro-naphthalen-1-yl}-amide